ClC=1C(=CC2=C(C=3N(C4C(O2)CC4)C=C(C(C3)=O)C(=O)O)C1)OC 11-chloro-10-methoxy-2-oxo-5a,6,7,7a-tetrahydro-2H-benzo[f]cyclobuta[b]pyrido[1,2-d][1,4]oxazepine-3-carboxylic acid